O1C(OCC1)C1=C(C=C(C=C1)C(C(=O)O)(F)F)OCC1=CC=C(C=C1)OC 2-(4-(1,3-dioxolan-2-yl)-3-((4-methoxybenzyl)oxy)phenyl)-2,2-difluoroacetic acid